OCC1CN(C1)C=1C=CC(=C(C(=O)N[C@H](C)C2=CC(=CC(=C2)C=2C=NN(C2)C)OC)C1)C 5-[3-(hydroxymethyl)azetidin-1-yl]-N-[(1R)-1-[3-methoxy-5-(1-methylpyrazol-4-yl)phenyl]ethyl]-2-methyl-benzamide